FC1=C(C=CC(=C1)F)C=1C(=NN2C1N=C(C=C2C(=O)[O-])C2=CC=C(C=C2)N(C)C)C.[Na+] sodium 3-(2,4-difluorophenyl)-5-(4-(dimethylamino) phenyl)-2-methylpyrazolo[1,5-a]pyrimidin-7-carboxylate